3-((2R,3R)-2-(2-chlorophenyl)-3-nitro-3-phenylpropyl)-5,5-dimethylcyclohex-2-en-1-one ClC1=C(C=CC=C1)[C@@H](CC1=CC(CC(C1)(C)C)=O)[C@H](C1=CC=CC=C1)[N+](=O)[O-]